C[C@]12CC[C@H]3[C@H]([C@@H]1C[C@H]([C@H]2O[C@H]4[C@@H]([C@H]([C@@H]([C@H](O4)C(=O)[O-])O)O)O)O)CCC5=C3C=CC(=C5)O The molecule is a steroid glucuronide anion that is the conjugate base of 17-epiestriol 17-O-(beta-D-glucuronide) arising from deprotonation of the carboxylic acid function; major species at pH 7.3. It is a beta-D-glucosiduronate, a steroid glucosiduronic acid anion and a monocarboxylic acid anion. It is a conjugate base of a 17-epiestriol 17-O-(beta-D-glucuronide).